1-((2s,5r)-2-methyl-5-(4-((5-methylpyridin-3-yl)amino)-6-(pyrazin-2-yl)pyrimidin-2-yl)piperidin-1-yl)ethan-1-one C[C@@H]1N(C[C@@H](CC1)C1=NC(=CC(=N1)NC=1C=NC=C(C1)C)C1=NC=CN=C1)C(C)=O